ClC(C1=NC(=NO1)C1=CC(=C(CP(NC2=CC(=CC(=C2)F)F)(=O)C)C=C1)F)(F)F P-(4-(5-(chlorodifluoromethyl)-1,2,4-oxadiazol-3-yl)-2-fluorobenzyl)-N-(3,5-difluorophenyl)-P-methylphosphinic amide